(2-allyloxynaphthalen-1-yl)-2,3-dihydro-quinazolin-4(1H)-one C(C=C)OC1=C(C2=CC=CC=C2C=C1)N1CNC(C2=CC=CC=C12)=O